CC(COC1OCCCC1)(C)S(=O)(=O)C1(CC1)CO (1-((2-methyl-1-((tetrahydro-2H-pyran-2-yl)oxy)propan-2-yl)sulfonyl)cyclopropyl)methanol